(1S,3aR,6aS)-N-((S)-1-cyano-2-((S)-2-oxopiperidin-3-yl)ethyl)-2-(4-(difluoromethyl)-7-chloro-1H-indole-2-carbonyl)-5,5-difluorooctahydrocyclopenta[c]pyrrole-1-carboxamide C(#N)[C@H](C[C@H]1C(NCCC1)=O)NC(=O)[C@H]1N(C[C@H]2[C@@H]1CC(C2)(F)F)C(=O)C=2NC1=C(C=CC(=C1C2)C(F)F)Cl